benzamide ditosylate S(=O)(=O)(O)C1=CC=C(C)C=C1.S(=O)(=O)(O)C1=CC=C(C)C=C1.C(C1=CC=CC=C1)(=O)N